C1(=CC(=CC=C1)C1=NN(C2=NC=NC(=C21)N)C(C)C)C2=CC=CC=C2 3-(biphenyl-3-yl)-1-isopropyl-1H-pyrazolo[3,4-d]pyrimidin-4-amine